C1(CCC1)N(C(OC(C)(C)C)=O)[C@@H]1CN(CC1)C=1N=NC(=C(C1)C)C1=C(C=C(C=C1)C1=CN=NC(=C1)OC)OCOC tertbutyl (S)-cyclobutyl(1-(6-(2-(methoxymethoxy)-4-(6-methoxypyridazin-4-yl)phenyl)-5-methylpyridazin-3-yl)pyrrolidin-3-yl)carbamate